NC1=C(N=NN1C1=CC=C(C=C1)OC)C(=O)OCC ethyl 5-amino-1-(4-methoxyphenyl)-1H-1,2,3-triazole-4-carboxylate